ClC1=CC=C2C(=N1)N(C(=N2)C=2C=NC=CC2)C 5-chloro-3-methyl-2-(pyridin-3-yl)-3H-imidazo[4,5-b]pyridine